acryloxy-2-hydroxybenzophenone C(C=C)(=O)OC=1C(=C(C(=O)C2=CC=CC=C2)C=CC1)O